ClC1=CC=C(C=C1)C1=C(CCC(C1)(C)C)CN1C(CN(CC1)CC=1C=C2CN(C(C2=CC1F)=O)C1C(NC(CC1)=O)=O)(C)C 3-(5-((4-((4'-chloro-5,5-dimethyl-3,4,5,6-tetrahydro-[1,1'-biphenyl]-2-yl)methyl)-3,3-dimethylpiperazin-1-yl)methyl)-6-fluoro-1-oxoisoindolin-2-yl)piperidine-2,6-dione